[O-]S(=O)(=O)C(F)(F)F.C(CCCCCCCCCC)[N+]1(CCCCC1)CCCC 1-Undecyl-1-butylpiperidinium triflat